COC1=C(CN2CCN(CC2)C(CN2CCNCC2)=O)C=CC=C1 1-(4-(2-methoxybenzyl)piperazin-1-yl)-2-(piperazin-1-yl)ethan-1-one